3-cyano-4,5-dihydrofuran-2-yl trifluoromethanesulfonate FC(S(=O)(=O)OC=1OCCC1C#N)(F)F